NCC(CN1N=CN(C1=O)CC1=CC=C(C=C1)OCC1=CC=CC=C1)=C(F)F 2-[2-(aminomethyl)-3,3-difluoro-allyl]-4-[(4-benzyloxyphenyl)methyl]-1,2,4-triazol-3-one